N-([8-{4-(trifluoromethyl)phenoxy}isoquinolin-5-yl]methyl)acrylamide FC(C1=CC=C(OC=2C=CC(=C3C=CN=CC23)CNC(C=C)=O)C=C1)(F)F